[(3aS,4R,6aR)-4-[(6-bromo-3-pyridazinyl)(methyl)amino]hexahydrocyclopenta[c]pyrrol-2(1H)-yl](6,7-dihydro-4H-thieno[3,2-c]pyran-2-yl)methanone BrC1=CC=C(N=N1)N([C@@H]1CC[C@H]2CN(C[C@H]21)C(=O)C2=CC=1COCCC1S2)C